1,1-bis(4-(dimethylmethoxysilyl)phenyl)ethylene C[Si](C1=CC=C(C=C1)C(=C)C1=CC=C(C=C1)[Si](OC)(C)C)(OC)C